6-fluoro-5-methoxypyridine FC1=C(C=CC=N1)OC